(5-(2-(dimethylamino)ethoxy)indolin-1-yl)methanone CN(CCOC=1C=C2CCN(C2=CC1)C=O)C